monoethyl-nickel 3,5-di-t-butyl-4-hydroxybenzyl-phosphate C(C)(C)(C)C=1C=C(COP(=O)([O-])[O-])C=C(C1O)C(C)(C)C.C(C)[Ni+2]